4-(3-aminopropyl)-7-fluoro-1-thioxo-2,4-dihydro-[1,2,4]triazolo[4,3-a]quinazolin-5(1H)-one NCCCN1C=2N(C3=CC=C(C=C3C1=O)F)C(NN2)=S